3-(4-bromo-1-Carbonyl-isoindolin-2-yl)piperidine-2,6-dione BrC1=C2CN(C(C2=CC=C1)=C=O)C1C(NC(CC1)=O)=O